(2-furanyl)alanine O1C(=CC=C1)N[C@@H](C)C(=O)O